uridine monophosphate sodium salt [Na+].P(=O)([O-])([O-])OC[C@@H]1[C@H]([C@H]([C@@H](O1)N1C(=O)NC(=O)C=C1)O)O.[Na+]